S(=O)(=O)(O)C1=CC=C(C)C=C1.NC1=C(C=CC=C1)NC(\C=C\C1=CN(C=C1)S(=O)(=O)C1=CC=C(C=C1)C=1C=NN(C1)C)=O (E)-N-(2-aminophenyl)-3-(1-((4-(1-methyl-1H-pyrazol-4-yl)phenyl)sulfonyl)-1H-pyrrol-3-yl)acrylamide tosylate salt